4-(5-(benzyloxy)pyrimidin-2-yl)-6-hydroxy-1,4-diazepane-1-carboxylic acid tert-butyl ester C(C)(C)(C)OC(=O)N1CCN(CC(C1)O)C1=NC=C(C=N1)OCC1=CC=CC=C1